C1(=CC=CC=C1)C1OC=CC1 phenyl-dihydrofuran